isobutyl (1,2-dimethyl-3-methylenecyclopentyl)acetate CC1(C(C(CC1)=C)C)CC(=O)OCC(C)C